(S)-tert-butyl 6-(8-(benzo[d]thiazol-2-ylcarbamoyl)-3,4-dihydroisoquinolin-2(1H)-yl)-3-(3-(3-(1-(2-ethoxy-2-oxoethyl)-3,3-difluoropiperidin-4-yl)propoxy)-2-methylphenyl)picolinate S1C(=NC2=C1C=CC=C2)NC(=O)C=2C=CC=C1CCN(CC21)C2=CC=C(C(=N2)C(=O)OC(C)(C)C)C2=C(C(=CC=C2)OCCC[C@@H]2C(CN(CC2)CC(=O)OCC)(F)F)C